methyl {[(5R)-3-(4-bromo-3,5-difluorophenyl)-4,5-dihydro-1,2-oxazol-5-yl]methyl}carbamate BrC1=C(C=C(C=C1F)C1=NO[C@H](C1)CNC(OC)=O)F